ClC1=C(C=CC(=C1)Br)CC(=O)OC methyl 2-chloro-4-bromophenylacetate